3-(4-chlorophenyl)-5-(4-methoxyphenyl)-4-hydroxy-1H-pyrazole ClC1=CC=C(C=C1)C1=NNC(=C1O)C1=CC=C(C=C1)OC